CC1=NC(=CC(=C1C(=O)O)C(=O)O)CCC 2-methyl-6-propyl-pyridine-3,4-dicarboxylic acid